tert-butyl (S)-2-((4-(4-((4-chloro-2-fluorobenzyl)oxy)-3H-imidazo[4,5-c]pyridin-6-yl)-3,6-dihydropyridin-1(2H)-yl)methyl)-1-(oxetan-2-ylmethyl)-1H-benzo[d]imidazole-6-carboxylate ClC1=CC(=C(COC2=NC(=CC3=C2NC=N3)C=3CCN(CC3)CC3=NC2=C(N3C[C@H]3OCC3)C=C(C=C2)C(=O)OC(C)(C)C)C=C1)F